2-[3-(1-Hydroxyethyl)-6-[5-[(6-methylpyridazin-3-yl)amino]benzimidazol-1-yl]-2-pyridinyl]-5-methyl-pyrazole-3-carbonitrile OC(C)C=1C(=NC(=CC1)N1C=NC2=C1C=CC(=C2)NC=2N=NC(=CC2)C)N2N=C(C=C2C#N)C